(2E)-3-(3-Bromo-4-methoxyphenyl)-1-(2-hydroxyphenyl)prop-2-en-1-one BrC=1C=C(C=CC1OC)/C=C/C(=O)C1=C(C=CC=C1)O